2-((2S)-1-((Z)-2-fluoro-3-(pyrimidin-2-yl)acryloyl)-4-(8-fluoro-7-(5-methyl-1H-indazol-4-yl)-2-(((S)-1-methylpyrrolidin-2-yl)methoxy)quinazolin-4-yl)piperazin-2-yl)acetonitrile F\C(\C(=O)N1[C@H](CN(CC1)C1=NC(=NC2=C(C(=CC=C12)C1=C2C=NNC2=CC=C1C)F)OC[C@H]1N(CCC1)C)CC#N)=C/C1=NC=CC=N1